4-amino-1-[(2R)-6-amino-2-[[2-[[(2R)-2-amino-3-phenyl-propionyl]amino]-5-fluoro-pentanoyl]amino]hexanoyl]piperidine-4-carboxylic acid trifluoroacetate FC(C(=O)O)(F)F.NC1(CCN(CC1)C([C@@H](CCCCN)NC(C(CCCF)NC([C@@H](CC1=CC=CC=C1)N)=O)=O)=O)C(=O)O